C1(CC1)[C@@H](C)NC1=NC(=NC(=N1)N[C@H](C)C1CC1)C1=NC(=CC=C1)C(F)F N2,N4-bis((R)-1-cyclopropylethyl)-6-(6-(difluoromethyl)pyridin-2-yl)-1,3,5-triazine-2,4-diamine